tert-Butyl (1R)-1-[5-[4-[[(1R,3R,4S)-3-(sulfamoyloxymethyl)-4-triisopropylsilyloxy-cyclopentyl]amino]pyrimidine-5-carbonyl]-3-thienyl]-3,4-dihydro-1H-isoquinoline-2-carboxylate S(N)(=O)(=O)OC[C@H]1C[C@H](C[C@@H]1O[Si](C(C)C)(C(C)C)C(C)C)NC1=NC=NC=C1C(=O)C1=CC(=CS1)[C@@H]1N(CCC2=CC=CC=C12)C(=O)OC(C)(C)C